F[C@@H]1C[C@H](C1)NC(=O)C1=NC(=C(N=C1C)NCCN1CCCC1)C(C)C1=CC=C(C=C1)F N-(trans-3-fluorocyclobutyl)-6-(1-(4-fluorophenyl)ethyl)-3-methyl-5-((2-(pyrrolidin-1-yl)ethyl)amino)pyrazine-2-carboxamide